2,2-diethoxyethanol C(C)OC(CO)OCC